ClCCC(=O)NC1=CC=C(C=C1)Cl 3,4-dichloropropionylaniline